ClC=1C(=CC2=C(C=3N([C@@H](CO2)C(C)C)C=C(C(C3)=O)C(=O)O)N1)OC (R)-2-chloro-7-isopropyl-3-methoxy-11-oxo-6,7-dihydro-11H-dipyrido[1,2-d:2',3'-f][1,4]oxazepine-10-carboxylic acid